3-(4-((7-(3-fluoro-5,7-dihydro-6H-pyrrolo[3,4-b]pyridin-6-yl)heptyl)thio)-1-oxoisoindolin-2-yl)piperidine-2,6-dione FC=1C=C2C(=NC1)CN(C2)CCCCCCCSC2=C1CN(C(C1=CC=C2)=O)C2C(NC(CC2)=O)=O